C(C)(C)(C)OC(=O)N1N=C(C2=CC=C(C=C12)SC1=C(C=CC=C1)C(NCC)=O)\C=C\C1=NC=C(C=C1)CN1CCCC1 6-[2-(ethylcarbamoyl)phenyl]sulfanyl-3-[(trans)-2-[5-(pyrrolidin-1-ylmethyl)-2-pyridyl]vinyl]Indazole-1-carboxylic acid tert-butyl ester